N-(2-acetoxyphenyl)maleimide C(C)(=O)OC1=C(C=CC=C1)N1C(C=CC1=O)=O